tert-butyl 8-(6-((4-fluorobenzyl)sulfonyl)-5,6,7,8-tetrahydro-1,6-naphthyridin-2-yl)-3,8-diazabicyclo[3.2.1]octane-3-carboxylate FC1=CC=C(CS(=O)(=O)N2CC=3C=CC(=NC3CC2)N2C3CN(CC2CC3)C(=O)OC(C)(C)C)C=C1